1-[5-isopropyl-1-[4-(trifluoromethoxy)phenyl]pyrazol-3-yl]-1,4-diazepane C(C)(C)C1=CC(=NN1C1=CC=C(C=C1)OC(F)(F)F)N1CCNCCC1